(4-(3-(benzyloxy)-1H-pyrazol-1-yl)-2-fluorobenzyl)-1-(2-methoxyethyl)-1H-benzo[d]imidazole-6-carboxylic acid C(C1=CC=CC=C1)OC1=NN(C=C1)C1=CC(=C(CC2=NC3=C(N2CCOC)C=C(C=C3)C(=O)O)C=C1)F